2-(4-(4-(benzyloxy)-3-isopropylbenzyl)-3,5-dichlorophenoxy)-2,2-difluoro-N-methylacetamide C(C1=CC=CC=C1)OC1=C(C=C(CC2=C(C=C(OC(C(=O)NC)(F)F)C=C2Cl)Cl)C=C1)C(C)C